6'-fluoro-N-(4-fluoro-3-(hydroxymethyl)benzyl)-4'-oxo-3',4'-dihydro-1'H-spiro[piperidine-4,2'-quinoline]-1-carboxamide FC=1C=C2C(CC3(NC2=CC1)CCN(CC3)C(=O)NCC3=CC(=C(C=C3)F)CO)=O